1-(3,5-difluorobenzyl)-3-(6-(trifluoromethyl)pyridin-3-yl)-1,3,8-triazaspiro[4.5]decane-2,4-dione hydrochloride Cl.FC=1C=C(CN2C(N(C(C23CCNCC3)=O)C=3C=NC(=CC3)C(F)(F)F)=O)C=C(C1)F